(3-amino-4-(4-ethylpiperazin-1-yl)-5-fluorophenyl)(4-(4-((6-(trifluoromethyl)pyridazin-3-yl)oxy)-phenyl)piperidin-1-yl)methanone NC=1C=C(C=C(C1N1CCN(CC1)CC)F)C(=O)N1CCC(CC1)C1=CC=C(C=C1)OC=1N=NC(=CC1)C(F)(F)F